S1C(=NC2=C1CCCC2)C=O 4,5,6,7-tetrahydro-1,3-benzothiazole-2-carbaldehyde